4-(tert-Butyl)-2-methoxy-N-(4,4,4-trifluorobutyl)-1H-imidazole-1-carboxamide C(C)(C)(C)C=1N=C(N(C1)C(=O)NCCCC(F)(F)F)OC